OC(=O)C(F)(F)F.FC1=CC=2N(C=C1NC(=O)N1CCC=3C1=NC=CC3N3C(CNCC3)=O)C=C(N2)C N-(7-fluoro-2-methylimidazo[1,2-a]pyridin-6-yl)-4-(2-oxopiperazin-1-yl)-2,3-dihydro-1H-pyrrolo[2,3-b]pyridine-1-carboxamide TFA salt